C(C)(C)NCCC#N 3-(isopropylamino)propionitrile